(1S,2S,5R)-1-hydroxy-2-isopropyl-5-methyl-N-(2-methylphenethyl)cyclohexane-1-carboxamide O[C@@]1([C@@H](CC[C@H](C1)C)C(C)C)C(=O)NCCC1=C(C=CC=C1)C